4-([[7-(isopropylcarbamoyl)-5H-pyrrolo[3,2-d]pyrimidin-4-yl]amino]methyl)-phenylboronic acid C(C)(C)NC(=O)C1=CNC2=C1N=CN=C2NCC2=CC=C(C=C2)B(O)O